CON(C(=O)C1CC(NC(C1)=O)=O)C N-methoxy-N-methyl-2,6-dioxopiperidine-4-carboxylic acid amide